BrC1=CC=C(N=N1)N[C@@H]1CC[C@H]2CN(C[C@H]21)C(=O)C2=CC1=NN(C(=C1S2)C)C [(3aS,4R,6aR)-4-[(6-Bromo-3-pyridazinyl)amino]hexahydrocyclopenta[c]pyrrol-2(1H)-yl](2,3-dimethyl-2H-thieno[3,2-c]pyrazol-5-yl)methanone